N[C@@H](C)C1=NC(=NN1C1=CC=C(C=N1)C#N)C1CC1 6-[5-[(1S)-1-Aminoethyl]-3-cyclopropyl-1,2,4-triazol-1-yl]pyridin-3-carbonitril